Cl.FC1(COC2=C1C=CC=C2[C@@H](C)N)F (R)-1-(3,3-difluoro-2,3-dihydrobenzofuran-7-yl)ethan-1-amine hydrochloride